1-(tert-butyloxycarbonyl)-1'-(4-methoxybenzyl)-7'-methyl-3',4'-dihydro-1'H-spiro[pyrrolidine-3,2'-[1,8]naphthyridine]-5-carboxylic acid C(C)(C)(C)OC(=O)N1CC2(N(C3=NC(=CC=C3CC2)C)CC2=CC=C(C=C2)OC)CC1C(=O)O